C(CC)(=O)OCC(=O)OC(C)C1=CCC(C1)(C)C 2-[1-(4,4-dimethyl-1-cyclopenten-1-yl) ethoxy]-2-oxoethyl propionate